Tert-butyl ((1r,3r)-3-(4-(2-(4-((5-(dimethylamino)pyrazin-2-yl)oxy)phenyl)propan-2-yl) Phenoxy)cyclobutyl)carbamate CN(C=1N=CC(=NC1)OC1=CC=C(C=C1)C(C)(C)C1=CC=C(OC2CC(C2)NC(OC(C)(C)C)=O)C=C1)C